[Na+].[Na+].S(=O)(=O)([O-])C1=CC=C(C=C1)SSC1=CC=C(C=C1)S(=O)(=O)[O-] bis-(p-sulfophenyl) disulfide, disodium salt